C(C)(=O)O[C@@H]1C[C@@]2(C([C@H]3[C@H]4[C@@H]5CC[C@H]([C@@H](CCCC(C)C)C)[C@]5(CC[C@@H]4[C@]2(CC1)CO3)C)=O)O 3β-Acetoxy-5α-hydroxy-7β,19-epoxy-cholestan-6-one